tert-butyl [1'-(cyclopropanecarbonyl)-3-formyl-1',2',5',6'-tetrahydro[2,3'-bipyridin]-4-yl]carbamate C1(CC1)C(=O)N1CC(=CCC1)C1=NC=CC(=C1C=O)NC(OC(C)(C)C)=O